C(C)(C)C(C(C)C)OC(C(F)(F)ON1[C@@H]2C=C([C@H](N(C1=O)C2)C(N)=O)C)=O 2-[[(2S,5R)-2-carbamoyl-3-methyl-7-oxo-1,6-diazabicyclo[3.2.1]oct-3-en-6-yl]oxy]-2,2-difluoroacetic acid (1-isopropyl-2-methyl-propyl) ester